FC=1C=C2C(=NN(C2=CC1C1CCN(CC1)C[C@H]1[C@H](CNCC1)F)C)C1C(NC(CC1)=O)=O 3-(5-fluoro-6-(1-(((3R,4S)-3-fluoropiperidin-4-yl)methyl)piperidin-4-yl)-1-methyl-1H-indazol-3-yl)piperidine-2,6-dione